5-bromo-4-(3,4-dihydroquinolin-1(2H)-yl)pyrimidin BrC=1C(=NC=NC1)N1CCCC2=CC=CC=C12